C1(C=CC(N1CCCS(=O)(=O)O)=O)=O.OC1=CC=C(C=C1)N=NC1=CC=C(C(=O)O)C=C1 4-(4'-hydroxyphenylazo)benzoic acid 2-maleimidoethyl-methanesulfonate